C1=CC=CC=2C3=CC=CC=C3N(C12)C1=C(C#N)C(=C(C(=C1C#N)N1C2=CC=CC=C2C=2C=CC=CC12)Cl)N1C2=CC=CC=C2C=2C=CC=CC12 2,4,6-tris(9H-carbazol-9-yl)-5-chloroisophthalonitrile